4-Nitrophenyl α-D-galactopyranoside O([C@@H]1[C@H](O)[C@@H](O)[C@@H](O)[C@H](O1)CO)C1=CC=C(C=C1)[N+](=O)[O-]